3-Amino-1-methyl-5-(1-methyl-1H-pyrazol-4-yl)-1H-pyrrolo[3,2-c]pyridin-4(5H)-one hydrochloride Cl.NC1=CN(C2=C1C(N(C=C2)C=2C=NN(C2)C)=O)C